(4-iodo-2-methoxypyridin-3-yl)formaldehyde IC1=C(C(=NC=C1)OC)C=O